BrCCOC1=CC(=CC(=C1)F)F 1-(2-bromoethoxy)-3,5-difluoro-benzene